α,α'-azodiisobutyronitrile N(=NC(C#N)(C)C)C(C#N)(C)C